5-formyl-4-methyl-1-{[(2R,3S)-6-oxo-2-phenylpiperidin-3-yl]methyl}-1H-indole-2-carbonitrile C(=O)C=1C(=C2C=C(N(C2=CC1)C[C@H]1[C@@H](NC(CC1)=O)C1=CC=CC=C1)C#N)C